bis-(tert-butylperoxy)-diisopropylbenzene C(C)(C)(C)OOC1=C(C(=C(C=C1)C(C)C)C(C)C)OOC(C)(C)C